2-(4-((2-(3-amino-3-methylazetidin-1-yl)-5-fluoropyridin-4-yl)oxy)-3-fluorophenyl)-4-(2,6-difluorobenzyl)-2,4-dihydro-3H-1,2,4-triazol-3-one NC1(CN(C1)C1=NC=C(C(=C1)OC1=C(C=C(C=C1)N1N=CN(C1=O)CC1=C(C=CC=C1F)F)F)F)C